ClC=1C=CC(=C(C1)O)SC1=CC=CC=C1 5-chloro-2-(phenylthio)phenol